ClC=1C(=NC(=NC1)NC1=C(C=C(C=C1)N1CCC(CC1)NCC=1C(=C2CN(C(C2=CC1)=O)C1C(NC(CC1)=O)=O)F)OC)NC1=C(C=CC=C1)P(=O)(C)C 3-(5-(((1-(4-((5-chloro-4-((2-(dimethylphosphoryl)phenyl)amino)pyrimidin-2-yl)amino)-3-methoxyphenyl)piperidin-4-yl)amino)methyl)-4-fluoro-1-oxoisoindolin-2-yl)piperidine-2,6-dione